2-(propyl-(methyl)amino)-1,3,2-dioxaphosphorinane 2-oxide C(CC)N(P1(OCCCO1)=O)C